C(C1=CC=CC=C1)C1=NN(C(=C1)C1=CC2=C(N=C(S2)NC(CC2=CC=C(C=C2)OC)=O)C=C1)CC1=CC=C(C(=O)NO)C=C1 4-[(3-benzyl-5-{2-[2-(4-methoxyphenyl)acetamido]benzo[d]thiazol-6-yl}-1H-pyrazol-1-yl)methyl]-N-hydroxybenzoamide